ClC=1C=CC=2C3CC[C@@]4(/C(/C[C@H](C4C3CCC2C1)CCC(=O)NC1=NC(=CC=C1)F)=N/O)C 3-((13S,15R,E)-3-chloro-17-(hydroxyimino)-13-methyl-7,8,9,11,12,13,14,15,16,17-decahydro-6H-cyclopenta[a]phenanthren-15-yl)-N-(6-fluoropyridin-2-yl)propanamide